2-((S)-4-((S or R)-6-chloro-2-(3-(dimethylamino)azetidin-1-yl)-8-fluoro-7-(3-hydroxynaphthalen-1-yl)quinazolin-4-yl)piperazin-2-yl)acetonitrile ClC=1C=C2C(=NC(=NC2=C(C1C1=CC(=CC2=CC=CC=C12)O)F)N1CC(C1)N(C)C)N1C[C@@H](NCC1)CC#N